C(C)NC(CN(C)C=1C2=C(N=C(N1)C1=NC=CC(=C1)OCC1(CCOCC1)O)CCC2)=O N-ethyl-2-[(2-{4-[(4-hydroxyoxan-4-yl)methoxy]pyridin-2-yl}-5H,6H,7H-cyclopenta[d]pyrimidin-4-yl)(methyl)amino]acetamide